C(N)(=N)S[C@H]1[C@@H](C1)C(=O)O trans-2-(carbamimidoylsulfanyl)cyclopropane-1-carboxylic acid